tert-butyl (S)-4-(3-(4-bromo-3-(trifluoromethyl)phenoxy)-2-methylpropyl)piperidine-1-carboxylate BrC1=C(C=C(OC[C@H](CC2CCN(CC2)C(=O)OC(C)(C)C)C)C=C1)C(F)(F)F